[Na+].SC(CS(=O)(=O)[O-])C 2-mercaptopropanesulfonic acid sodium salt